CC1=NC=2CCCCC2C(N1)=O 2-methyl-4-oxo-5,6,7,8-tetrahydroquinazolin